ClC1=C(C=CC(=C1)Cl)C1=NC=CC=C1N 2-(2,4-dichlorophenyl)pyridin-3-amine